BrC=1C=C(C(=NC1)OC)NC(OC(C)(C)C)=O t-butyl (5-bromo-2-methoxypyridin-3-yl)carbamate